C(C([2H])([2H])[2H])(OC=1C(=NC=CC1)OC=1C=C(C=NC1)C1=NC=C(C=N1)C(=O)OCC)([2H])[2H] Ethyl 2-(5-((3-(ethoxy-d5)pyridin-2-yl)oxy)pyridin-3-yl)pyrimidine-5-carboxylate